6-bromo-3'-isopropyl-spiro[2H-benzofuran-3,5'-imidazolidine]-2',4'-dione BrC1=CC2=C(C=C1)C1(C(N(C(N1)=O)C(C)C)=O)CO2